C(CCCCCCC\C=C/C\C=C/CCCCC)(=O)[O-].C(CCCCCCC\C=C/C\C=C/CCCCC)(=O)[O-].C(CCCCCCC\C=C/C\C=C/CCCCC)(=O)[O-].C(CCCCCCC\C=C/C\C=C/CCCCC)(=O)[O-].[Zr+4] zirconium tetrakis(linoleate)